(3S,3aS,6S,6aS)-6-((5-([1,1'-biphenyl]-4-yl)-6-chloro-1H-imidazo[4,5-b]pyridin-2-yl)oxy)hexahydrofuro[3,2-b]furan-3-yl (2-(pyridin-2-yldisulfaneyl)ethyl)carbamate N1=C(C=CC=C1)SSCCNC(O[C@@H]1[C@H]2[C@@H](OC1)[C@H](CO2)OC=2NC=1C(=NC(=C(C1)Cl)C1=CC=C(C=C1)C1=CC=CC=C1)N2)=O